amino-1'-{[2-(trimethylsilyl)ethoxy]methyl}-1',2'-dihydrospiro[oxacyclohexane-4,3'-pyrrolo-[3,2-c]pyridin]-2'-one NC1=NC=CC2=C1C1(C(N2COCC[Si](C)(C)C)=O)CCOCC1